(3S,4S)-8-(6-amino-5-((2-amino-3-chloropyridin-4-yl)thio)-3-(1,3,4-oxadiazol-2-yl)pyrazin-2-yl)-3-methyl-2-oxa-8-azaspiro[4.5]decan-4-amine NC1=C(N=C(C(=N1)N1CCC2([C@@H]([C@@H](OC2)C)N)CC1)C=1OC=NN1)SC1=C(C(=NC=C1)N)Cl